2-(6-methoxynicotinoyl)-9,9-dimethyl-8-oxo-2-azaspiro[4.5]dec-6-ene-7-carbonitrile COC1=NC=C(C(=O)N2CC3(CC2)C=C(C(C(C3)(C)C)=O)C#N)C=C1